C1(CCCCC1)S(=O)(=O)N=NCS(=O)(=O)CCCS(=O)(=O)CN=NS(=O)(=O)C1CCCCC1 1,3-bis(cyclohexylsulfonyl-azomethylsulfonyl)propane